5-({4-[(methylcarbamoyl)amino]phenyl}sulfonylamino)-1,3-thiazole-4-carboxylic acid CNC(=O)NC1=CC=C(C=C1)S(=O)(=O)NC1=C(N=CS1)C(=O)O